ClC1=C(C(=CC=C1F)Cl)C(C)OC=1C=C(C=CC1)C1=NC=C(C=N1)C=C(C(=O)N)C {2-[3-(1-(2,6-dichloro-3-fluorophenyl)ethoxy)phenyl]pyrimidin-5-yl}methacrylamide